N[C@H](C)CO (D)-alaninol